FC1=C(C=CC(=C1)C1=NN(C=N1)C1=CC(=CC=C1)C(F)(F)F)NC(=O)\N=C\1/SCC(N1C1=C(C=CC(=C1)C)C(C)C)=O (Z)-1-(2-fluoro-4-(1-(3-(trifluoromethyl)phenyl)-1H-1,2,4-triazol-3-yl)phenyl)-3-(3-(2-isopropyl-5-methylphenyl)-4-oxothiazolidin-2-ylidene)urea